C(C)(=O)N[C@H](C(=O)NC(C(=O)NCC=1C=C(OCCC2CN(CCC2)C(=O)OC(C)(C)C)C=CC1C)CCC1=NC=CN=C1)CC(=O)OC(C)(C)C tert-butyl 3-(2-(3-((2-((S)-2-acetamido-4-(tert-butoxy)-4-oxobutanamido)-4-(pyrazin-2-yl)butanamido)methyl)-4-methylphenoxy)ethyl)piperidine-1-carboxylate